2-Methoxy-7-(3-propyl)-7,8-dihydro-1,6-naphthyridine-5(6H)-one COC1=NC=2CC(NC(C2C=C1)=O)CCC